3-fluorobicyclo[1.1.1]pentan-1-ylmethanamine hydrochloride Cl.FC12CC(C1)(C2)CN